1-(2-chlorophenyl)-1-phenyl-2-propenol ClC1=C(C=CC=C1)C(C=C)(O)C1=CC=CC=C1